1,1-difluorobutan-2-yl (2R,3S,5R)-2-((((1S,3S,6R)-6-(5-fluoropyrimidin-2-yl)bicyclo[4.1.0]heptan-3-yl)oxy)methyl)-5-methyl-3-(methylsulfonamido)pyrrolidine-1-carboxylate FC=1C=NC(=NC1)[C@]12CC[C@@H](C[C@@H]2C1)OC[C@@H]1N([C@@H](C[C@@H]1NS(=O)(=O)C)C)C(=O)OC(C(F)F)CC